N1=C(C=CC=C1)NCCC#N 3-(pyridin-2-yl-amino)propionitrile